FC1CN(C1)CCN1C(NC2=NC=C(C=C21)C2=CC=CC=C2)=O 1-[2-(3-fluoroazetidin-1-yl)ethyl]-6-phenyl-3H-imidazo[4,5-b]pyridin-2-one